(1H-indazol-6-yl)boric acid N1N=CC2=CC=C(C=C12)OB(O)O